(S)-2-(2-methylazetidin-1-yl)-4-(thiophen-2-yl)-6,7-dihydro-5H-cyclopenta[d]pyrimidine C[C@@H]1N(CC1)C=1N=C(C2=C(N1)CCC2)C=2SC=CC2